1-(1-(4-(1-(cyclopropylmethyl)-1,2,3,6-tetrahydropyridin-4-yl)benzyl)-1H-indol-5-yl)-5-methyl-1H-pyrazole-3-carboxamide C1(CC1)CN1CCC(=CC1)C1=CC=C(CN2C=CC3=CC(=CC=C23)N2N=C(C=C2C)C(=O)N)C=C1